2-[[2-hydroxy-4-[1-(2-ethylhexyloxycarbonyl)ethoxy]phenyl]]-4,6-diphenyl-s-triazine OC1=C(C=CC(=C1)OC(C)C(=O)OCC(CCCC)CC)C1=NC(=NC(=N1)C1=CC=CC=C1)C1=CC=CC=C1